N-(3-(6-butyryl-4-methylpyridin-3-yl)-1-(2-fluoroethyl)-2-oxo-1,2-dihydro-1,6-naphthyridin-7-yl)cyclopropanecarboxamide C(CCC)(=O)C1=CC(=C(C=N1)C=1C(N(C2=CC(=NC=C2C1)NC(=O)C1CC1)CCF)=O)C